C[C@@H]1C[C@@H](OCC1)C=C(C)C |r| rac-(2r,4s)-4-methyl-2-(2-methylprop-1-enyl)tetrahydropyran